[m-(methylthio)phenyl]hydrazine CSC=1C=C(C=CC1)NN